(1S,3R,4S)-N-((S)-1-cyano-2-((R)-2-oxopyrrolidin-3-yl)ethyl)-5,5-difluoro-2-((S)-2-hydroxy-2-phenylpropanoyl)-2-azabicyclo[2.2.2]octane-3-carboxamide C(#N)[C@H](C[C@@H]1C(NCC1)=O)NC(=O)[C@@H]1N([C@@H]2CC([C@H]1CC2)(F)F)C([C@](C)(C2=CC=CC=C2)O)=O